C(#N)C1=CC=2C3=C(C=NC2C=C1)N=C(N3[C@H]3C[C@H](OCC3)C)CC(=O)NN 2-(8-cyano-1-((2R,4R)-2-methyltetrahydro-2H-pyran-4-yl)-1H-imidazo[4,5-c]quinolin-2-yl)acetohydrazide